C(C)(C)(C)OC(=O)N1C[C@H](CCC1)COC=1C(=NC=CC1)C(F)(F)F (S)-3-(((2-(trifluoromethyl)pyridin-3-yl)oxy)methyl)piperidine-1-carboxylic acid tert-butyl ester